5-((1-hydroxy-2-methylpropan-2-yl)amino)-3-(6-azaspiro[2.5]octan-6-yl)-N-(3-((1,1,1-trifluoro-2-methylpropan-2-yl)sulfonyl)phenyl)pyrazine-2-carboxamide OCC(C)(C)NC=1N=C(C(=NC1)C(=O)NC1=CC(=CC=C1)S(=O)(=O)C(C(F)(F)F)(C)C)N1CCC2(CC2)CC1